monofluoromethyl carbonate C(OCF)([O-])=O